C1(CC1)C[C@@H](C(=O)N[C@H](C(=O)OC)C[C@H]1C(NCC1)=O)NC(=O)C=1NC2=CC=CC(=C2C1)OCCC methyl (2S)-2-[[(2S)-3-cyclopropyl-2-[(4-propoxy-1H-indole-2-carbonyl)amino]propanoyl]amino]-3-[(3S)-2-oxopyrrolidin-3-yl]propanoate